tert-Butyl 5-bromo-6-(4-((tert-butoxycarbonyl)amino)-4-methylpiperidin-1-yl)-3-(2,3-dichlorophenyl)-1H-pyrazolo[3,4-b]pyrazine-1-carboxylate BrC=1N=C2C(=NC1N1CCC(CC1)(C)NC(=O)OC(C)(C)C)N(N=C2C2=C(C(=CC=C2)Cl)Cl)C(=O)OC(C)(C)C